2-(4,5-dichloro-6-oxo-pyridazin-1-yl)-N-[3-[(3-formylphenyl)methylsulfamoyl]-4-methyl-phenyl]acetamide ClC=1C=NN(C(C1Cl)=O)CC(=O)NC1=CC(=C(C=C1)C)S(NCC1=CC(=CC=C1)C=O)(=O)=O